N(=[N+]=[N-])CC[C@@H](C(=O)O)NC(CCCCCCCCCCCCCCC)=O (S)-4-azido-2-palmitoylaminobutyric acid